(S)-N-((4,4-difluorocyclohexyl)(7-(hydroxymethyl)imidazo[1,2-b]pyridazin-2-yl)methyl)-1-isopropyl-1H-pyrazole-5-carboxamide FC1(CCC(CC1)[C@H](NC(=O)C1=CC=NN1C(C)C)C=1N=C2N(N=CC(=C2)CO)C1)F